[1-[2-[3,5-bis(trifluoromethyl)pyrazol-1-yl]acetyl]-4-piperidyl]-N-tetralin-1-ylpyridine-2-carboxamide FC(C1=NN(C(=C1)C(F)(F)F)CC(=O)N1CCC(CC1)C=1C(=NC=CC1)C(=O)NC1CCCC2=CC=CC=C12)(F)F